C(C=C)OCC(CO)(CO)CO 2,2-bis(hydroxymethyl)-1,3-propylene glycol allyl ether